NC1=C2C(=NC=N1)N(N=C2I)CC2N(C(C1=C(C=CC=C1C2)C)=O)C2=C(C=CC=C2)C 3-((4-Amino-3-iodo-1H-pyrazolo[3,4-d]pyrimidin-1-yl)methyl)-8-methyl-2-o-tolyl-3,4-dihydroisoquinolin-1(2H)-one